C(CCCCCCCCC)OC(CCCN(CCO)CCCCN)=O 4-((4-aminobutyl)(2-hydroxyethyl)amino)butyric acid decyl ester